NC1=NC=NN2C1=C(C=C2C2=NN(N=C2)C)C2=CC(=C(C=C2)NC(OC(C)(C)C)=O)OC tert-Butyl (4-(4-amino-7-(2-methyl-2H-1,2,3-triazol-4-yl)pyrrolo[2,1-f][1,2,4]triazin-5-yl)-2-methoxyphenyl)carbamate